C1(=CC=CC=C1)C1=C(SC(=C1)C(=O)O)C(=O)O 3-phenyl-thiophene-2,5-dicarboxylic acid